1-(bis(4-fluorophenyl)methyl)-4-(5-fluoro-2-(trifluoromethyl)benzyl)piperazine FC1=CC=C(C=C1)C(N1CCN(CC1)CC1=C(C=CC(=C1)F)C(F)(F)F)C1=CC=C(C=C1)F